phenol compound with phosphoric acid P(O)(O)(O)=O.C1(=CC=CC=C1)O